2-((4-(2-((4-Chloro-2-fluorobenzyl)oxy)pyridin-3-yl)piperidin-1-yl)methyl)-4-(difluoromethoxy)-1-methyl-1H-benzo[d]imidazole-6-carboxylic acid ClC1=CC(=C(COC2=NC=CC=C2C2CCN(CC2)CC2=NC3=C(N2C)C=C(C=C3OC(F)F)C(=O)O)C=C1)F